C1NCCC2=C1NC1=CC=CC=C21 1,2,3,4-Tetrahydro-9H-pyrido[3,4-b]indole